O\C=C/1\C(C2=C(N=C(S2)C2CCN(CC2)C(=O)OC(C)(C)C)CC1)=O tert-butyl (E)-4-(6-(hydroxymethylene)-7-oxo-4,5,6,7-tetrahydrobenzo[d]thiazol-2-yl)piperidine-1-carboxylate